CN(C(OC(C)(C)C)=O)CC1=C(C=CC=C1)CN(C(C(F)(F)F)=O)CC(=O)NC1=C(C=C2CC3(C(NC4=NC=CC=C43)=O)CC2=C1)C tert-Butyl methyl(2-((2,2,2-trifluoro-N-(2-((5-methyl-2'-oxo-1,1',2',3-tetrahydrospiro[indene-2,3'-pyrrolo[2,3-b]pyridin]-6-yl)amino)-2-oxoethyl)acetamido)methyl)benzyl)carbamate